(S)-5-(2-(4-(5-chloro-2-(1H-tetrazol-1-yl)phenyl)-2,3-dioxopiperazin-1-yl)-3-(4-((phenoxycarbonyl)amino)phenyl)propionamido)benzofuran-2-carboxylic acid tert-butyl ester C(C)(C)(C)OC(=O)C=1OC2=C(C1)C=C(C=C2)NC([C@H](CC2=CC=C(C=C2)NC(=O)OC2=CC=CC=C2)N2C(C(N(CC2)C2=C(C=CC(=C2)Cl)N2N=NN=C2)=O)=O)=O